4-(anilino)-2H-chromen-2-one N(C1=CC=CC=C1)C1=CC(OC2=CC=CC=C12)=O